(E)-3-(4-(diethylamino)phenyl)-1-(2-hydroxyphenyl)prop-2-ene C(C)N(C1=CC=C(C=C1)/C=C/CC1=C(C=CC=C1)O)CC